C1(CC1)C1=NC=NC(=C1C1=NC(=CC2=C1N=CN2)NCC2=CC=C(C=C2)N2N=C(C=C2C)C(F)(F)F)OC 4-(4-cyclopropyl-6-methoxypyrimidin-5-yl)-N-(4-(5-methyl-3-(trifluoromethyl)-1H-pyrazol-1-yl)benzyl)-1H-imidazo[4,5-c]pyridin-6-amine